NC1=NC(=C2N=CN(C2=N1)CC(=O)NC1=CC(=NN1CC1=CC=CC=C1)C)N1CCC(CC1)C1=CC=CC=C1 2-(2-amino-6-(4-phenylpiperidin-1-yl)-9H-purin-9-yl)-N-(1-benzyl-3-methyl-1H-pyrazol-5-yl)acetamide